aluminum bis(p-t-butylbenzoate), sodium salt [Na+].C(C)(C)(C)C1=CC=C(C(=O)[O-])C=C1.C(C)(C)(C)C1=CC=C(C(=O)[O-])C=C1.[Al+3]